BrC=1C=CC2=C(N(C(CC(=C2O)C(=O)OC)=O)CC2=CC=C(C=C2)OC)C1 methyl 8-bromo-5-hydroxy-1-(4-methoxybenzyl)-2-oxo-2,3-dihydro-1H-benzo[b]azepine-4-carboxylate